(R)-1-(4-(difluoromethoxy)phenyl)-3-(isoquinolin-4-yl)-2-oxoimidazoline-4-carbonitrile FC(OC1=CC=C(C=C1)N1C(N([C@H](C1)C#N)C1=CN=CC2=CC=CC=C12)=O)F